1-benzyl-3-methyl-imidazole chloride salt [Cl-].C(C1=CC=CC=C1)N1CN(C=C1)C